ClC1=CC=C(C=C1)/C=C/C(=O)C1=CC=C(C=C1)OCC(CN1N=CN=C1)(O)C1=CC=C(C=C1)F (E)-3-(4-Chlorophenyl)-1-[4-[2-(4-fluorophenyl)-2-hydroxy-3-(1,2,4-triazol-1-yl)propoxy]phenyl]prop-2-en-1-one